2-(3-((E)-((1S,2S,5R)-2-fluoro-1,5-dimethyl-8-azabicyclo[3.2.1]octan-3-ylidene)methyl)-1,2,4-triazin-6-yl)-5-(5-methyl-2H-tetrazol-2-yl)phenol F[C@@H]\1[C@@]2(CC[C@](C/C1=C\C=1N=NC(=CN1)C1=C(C=C(C=C1)N1N=C(N=N1)C)O)(N2)C)C